3,4-bis(diisobutylphosphino)-2-cyclopentylthiophene C(C(C)C)P(C1=C(SC=C1P(CC(C)C)CC(C)C)C1CCCC1)CC(C)C